C1(CC1)C=1SC=2C(N(CC3(CC3)C2N1)CC(=O)NC1=NC=C(C=N1)C(=O)OCC)=O Ethyl 2-[[2-(2-cyclopropyl-4-oxo-spiro[6H-thiazolo[5,4-c]pyridine-7,1'-cyclopropane]-5-yl)acetyl]amino]pyrimidine-5-carboxylate